C(C)(=O)OCC=1C=NC=CC1B1OC(C)(C)C(C)(C)O1 3-(acetoxymethyl)pyridine-4-boronic acid pinacol ester